(R)-1-(tert-butyl)-N-(2-methyl-4-(3-(3-(methylamino)piperidin-1-yl)pyridin-4-yl)benzyl)-1H-1,2,3-triazole-4-carboxamide C(C)(C)(C)N1N=NC(=C1)C(=O)NCC1=C(C=C(C=C1)C1=C(C=NC=C1)N1C[C@@H](CCC1)NC)C